N-((S)-2-((5-chloro-2-fluoro-4-((2S,3R)-4-(4-methylpiperazin-1-yl)-4-oxo-3-propionamidobutan-2-yl)phenyl)amino)-1-cycloheptyl-2-oxoethyl)-1-ethyl-1H-pyrazole-5-carboxamide ClC=1C(=CC(=C(C1)NC([C@H](C1CCCCCC1)NC(=O)C1=CC=NN1CC)=O)F)[C@H](C)[C@H](C(=O)N1CCN(CC1)C)NC(CC)=O